6-(Azetidin-1-yl)-N-(1-ethyl-1H-pyrazolo[3,4-b]pyridine-3-sulfonyl)-4-fluoro-1-benzofuran-2-carboxamide N1(CCC1)C1=CC2=C(C=C(O2)C(=O)NS(=O)(=O)C2=NN(C3=NC=CC=C32)CC)C(=C1)F